(5'S,7a'R)-5'-(3,5-difluorophenyl)-1-(4-methylpyrimidine-2-carbonyl)tetrahydro-3'H-spiro[piperidine-4,2'-pyrrolo[2,1-b][1,3]oxazol]-3'-one FC=1C=C(C=C(C1)F)[C@@H]1CC[C@H]2OC3(C(N21)=O)CCN(CC3)C(=O)C3=NC=CC(=N3)C